C(CCCCCCCCCCCCCCC)(=O)OC[C@@H](OC(CCCCCCCCCCCCCCCCC)=O)COP(=O)(O)OC[C@H](N)C(=O)O 1-palmitoyl-2-stearoyl-sn-glycero-3-phosphoserine